CC1=C(C(=C(C1([Hf]C1(C=CC2=CC=3CC(CC3C=C12)(C)C)CC(C)C)C)C)C)C pentamethylcyclopentadienyl(1-isobutyl-6,6-dimethyl-1,5,6,7-tetrahydro-s-indacenyl)hafnium